C(C#CCCC)OC(CCCCCCCNCCO)=O 8-((2-hydroxyethyl)amino)octanoic acid hex-2-yn-1-yl ester